C(C(C)C)N(C(SSC(N(CC(C)C)CC(C)C)=S)=S)CC(C)C tetraisobutylthiuram disulphide